N1(CCCCC1)C[C@H]1N(CC(CC1)C1=CC=C(C=C1)C(F)(F)F)C1=CC=C(C#N)C=C1 4-((2S)-2-(piperidin-1-ylmethyl)-5-(4-(trifluoromethyl)phenyl)piperidin-1-yl)benzonitrile